2-{[(1S)-1-{4-[(4-propenoylpiperazin-1-yl)methyl]phenyl}ethyl]amino}-7-oxo-8-(propan-2-yl)-7,8-dihydropyrido[2,3-d]pyrimidine-4-carbonitrile C(C=C)(=O)N1CCN(CC1)CC1=CC=C(C=C1)[C@H](C)NC=1N=C(C2=C(N1)N(C(C=C2)=O)C(C)C)C#N